1-(5-chloro-6-methoxy-1H-indol-3-yl)-2-(4-fluoro-2-methoxyphenyl)ethanone ClC=1C=C2C(=CNC2=CC1OC)C(CC1=C(C=C(C=C1)F)OC)=O